(2-(5-(benzyloxy)-2-methyl-1H-indol-3-yl)ethylimino(phenyl)methyl)-1,3-benzenediol C(C1=CC=CC=C1)OC=1C=C2C(=C(NC2=CC1)C)CCN=C(C1=CC=CC=C1)C1=C(C=CC=C1O)O